(2R,5S)-tert-butyl 4-((R)-10-bromo-9-chloro-3-(3-hydroxypropyl)-5-oxo-3,5-dihydro-2H-[1,4]oxazino[2,3,4-ij]quinazolin-7-yl)-2,5-dimethylpiperazine-1-carboxylate BrC1=C(C=C2C(=NC(N3C2=C1OC[C@H]3CCCO)=O)N3C[C@H](N(C[C@@H]3C)C(=O)OC(C)(C)C)C)Cl